N(=C=O)C1C(CC(CC1)C1CC(C(CC1)N=C=O)C)C 4,4'-Diisocyanato-3,3'-dimethyl-1,1'-bi(cyclohexyl)